COC1=C(C2=C(N(C(N2C)=O)COCC[Si](C)(C)C)C=C1)N1CCC(CC1)N(C(OC(C)(C)C)=O)C tert-butyl N-[1-[5-methoxy-3-methyl-2-oxo-1-(2-trimethylsilylethoxymethyl) benzimidazol-4-yl]-4-piperidyl]-N-methyl-carbamate